(1R,5S) or (1S,5R)-3-(8-cyanoquinolin-5-yl)-N-(1-(2,2,2-trifluoroethyl)piperidin-4-yl)-5-(trifluoromethyl)-3-azabicyclo[3.1.0]hexane-1-carboxamide C(#N)C=1C=CC(=C2C=CC=NC12)N1C[C@]2(C[C@]2(C1)C(F)(F)F)C(=O)NC1CCN(CC1)CC(F)(F)F |o1:14,16|